5-phenyl-3-(p-tolyl)-4,5-dihydro-1,2,4,5-oxadiazaborole C1(=CC=CC=C1)B1NC(=NO1)C1=CC=C(C=C1)C